tetrahydropyrrolol N1C(CCC1)O